ClC1=NC2=C(N1CC1=NC=C(C=N1)Cl)C=C(C=C2C#N)F 2-chloro-1-((5-chloropyrimidin-2-yl)methyl)-6-fluoro-1H-benzo[d]imidazole-4-carbonitrile